O(C1[C@H](O)[C@@H](O)[C@H](O)[C@H](O1)CO)C1[C@H](O)[C@@H](O)[C@H](O)[C@H](O1)CO D-glucopyranosyl-(1→2) glucopyranoside